BrC1=CC=C(C=C1)NS(=O)(=O)C=1C=C(C(=O)N(CC=2OC(=CC2)C)C)C=CC1 3-(N-(4-bromophenyl)sulfamoyl)-N-methyl-N-((5-methylfuran-2-yl)methyl)benzamide